FC(C1=CC=CC=N1)(F)F 6-(Trifluoromethyl)pyridine